NC1=NC(=C(C(=C1C#N)C=1C=C(C=CC1)C1=CC(=CC=C1)F)C#N)N1CCCCC1 2-amino-4-(3'-fluoro-[1,1'-biphenyl]-3-yl)-6-(piperidin-1-yl)pyridine-3,5-dicarbonitrile